NC1=NC=C(C(=N1)OCCN(C)C)C#N 2-amino-4-(2-(dimethylamino)ethoxy)pyrimidine-5-carbonitrile